2-(difluoromethoxy)-3,4,5,6-tetrafluoro-N-methylbenzene-sulfonamide FC(OC1=C(C(=C(C(=C1F)F)F)F)S(=O)(=O)NC)F